N-methyl-1-((S)-oxirane-2-carbonyl)pyrrolidine-3-carboxamide CNC(=O)C1CN(CC1)C(=O)[C@H]1OC1